OB1OCC2=C1C=C(C=C2)C(=O)N[C@@H](CO)C(=O)OCC2=CC=CC=C2 Benzyl (1-hydroxy-1,3-dihydrobenzo[c][1,2]oxaborole-6-carbonyl)-L-serinate